2-phosphabutane-1,2,4-tricarboxylic acid C(P(CCC(=O)O)C(=O)O)C(=O)O